tert-butyl (3aR,5r,6aS)-5-((2,3-dihydro-1H-pyrrolo[3,4-c]pyridine-2-carboxamido) methyl)hexahydrocyclopenta[c]pyrrole-2(1H)-carboxylate C1N(CC=2C=NC=CC21)C(=O)NCC2C[C@@H]1[C@@H](CN(C1)C(=O)OC(C)(C)C)C2